tert-Butyl-4-(6,7-dichloro-1-(2-isopropyl-4-methylpyridin-3-yl)-2-oxo-1,2-dihydropyrido[2,3-d]pyrimidin-4-yl)-3-methylpiperazine-1-carboxylate C(C)(C)(C)OC(=O)N1CC(N(CC1)C=1C2=C(N(C(N1)=O)C=1C(=NC=CC1C)C(C)C)N=C(C(=C2)Cl)Cl)C